N[C@@H](CCC(=O)[O-])C(=O)OCC ethyl glutamate